[6-(3-cyclopropyl-1H-1,2,4-triazol-5-yl)-2-azaspiro[3.3]heptan-2-yl]-[6-[3-(trifluoromethylsulfonimidoyl)phenoxy]-2-azaspiro[3.3]heptan-2-yl]methanone C1(CC1)C1=NNC(=N1)C1CC2(CN(C2)C(=O)N2CC3(C2)CC(C3)OC3=CC(=CC=C3)S(=O)(=N)C(F)(F)F)C1